(tert-butyl) (3S,4R)-4-allyl-3-azidopyrrolidine-1,3-dicarboxylate C(C=C)[C@H]1[C@](CN(C1)C(=O)OC(C)(C)C)(C(=O)[O-])N=[N+]=[N-]